ClC1=CC(=C(C(=N1)C)I)NS(=O)(=O)C N-(6-chloro-3-iodo-2-methylpyridin-4-yl)methanesulfonamide